BrC(CCC(=CCO[C-]1OCCCC1)C)CCCCCCCCCC 2-((6-bromo-3-methylhexadecan-2-en-1-yl)oxy)tetrahydro-2H-pyranid